CC1=NC2=CC=C(C=C2N=C1C)C1=NC(=NC=C1F)NC1=CC=C(C=C1)NC(=O)NC1=CC=CC=C1 1-(4-{[4-(2,3-dimethylquinoxalin-6-yl)-5-fluoropyrimidin-2-yl]amino}phenyl)-3-phenylurea